1-(3,4-difluorobenzyl)-2-ethoxy-6-(4-methoxy-5H-pyrrolo[3,2-d]pyrimidin-5-yl)-1H-imidazo[4,5-b]pyridine FC=1C=C(CN2C(=NC3=NC=C(C=C32)N3C=CC=2N=CN=C(C23)OC)OCC)C=CC1F